dimethyl-1-[(9Z)-octadec-9-en-1-yloxy]-3-(octyloxy)propan-2-amine CC(C(COCCCCCCCC)N)(OCCCCCCCC\C=C/CCCCCCCC)C